OC(C(=O)O)(CC)N hydroxy-α-aminobutyric acid